CS(=O)(=O)OC1CNCC1 pyrrolidin-3-ol methanesulfonate